4-((2-cyano-4-fluorophenyl)thio)-6-(6-(2-(hydroxymethyl)morpholino)pyridin-3-yl)pyrazolo[1,5-a]pyridine-3-carbonitrile C(#N)C1=C(C=CC(=C1)F)SC=1C=2N(C=C(C1)C=1C=NC(=CC1)N1CC(OCC1)CO)N=CC2C#N